5-(pyridin-2-ylmethyl)-1-tosyl-1H-pyrrole-3-sulfonyl chloride N1=C(C=CC=C1)CC1=CC(=CN1S(=O)(=O)C1=CC=C(C)C=C1)S(=O)(=O)Cl